C(CNC(OC1=C(C=2C=C3C(=NC2C=C1)C1=CC2=C(C(N1C3)=O)COC([C@]2(O)CC)=O)CN(C)C)=O)NC(OC(C)(C)C)=O (S)-tert-butyl (10-((dimethylamino)methyl)-4-ethyl-4-hydroxy-3,14-dioxo-3,4,12,14-tetrahydro-1H-pyrano[3',4':6,7]indolizino[1,2-b]quinolin-9-yl) ethane-1,2-diyldicarbamate